ClC=1C(=C(C=CC1)NC=1C(=NN2C1C(NC[C@@H]2C)=O)C2=C1C(=NC=C2)C=NS1)OC (7S)-3-[(3-chloro-2-methoxyphenyl)amino]-7-methyl-2-{[1,2]thiazolo[4,5-b]pyridin-7-yl}-5H,6H,7H-pyrazolo[1,5-a]pyrazin-4-one